C(CCCCCCC)[SiH2]Cl Octylchlorosilan